O=C1NC(CCC1N1CC2=CC=C(C=C2C1=O)CC(=O)NC=1SC(=CN1)CC1=CC(=CC=C1)O)=O 2-(2-(2,6-dioxopiperidin-3-yl)-3-oxoisoindolin-5-yl)-N-(5-(3-hydroxybenzyl)thiazol-2-yl)acetamide